(R)-7-(2-(1-(2,2-difluoro-1-(4-fluorophenyl)propyl)-1H-pyrazol-4-yl)-5-methylpyrimidin-4-yl)-[1,2,4]triazolo[1,5-a]pyridin-2-amine FC([C@@H](C1=CC=C(C=C1)F)N1N=CC(=C1)C1=NC=C(C(=N1)C1=CC=2N(C=C1)N=C(N2)N)C)(C)F